BrC=1C=C2C(=NC1)N(N=C2C(=O)OC)COCC[Si](C)(C)C methyl 5-bromo-1-(2-trimethylsilyl ethoxymethyl)pyrazolo[3,4-b]pyridine-3-carboxylate